ethyleneglycol bis(sulphosuccinimidyl succinate) S(=O)(=O)(O)C(C(=O)O)(CC(=O)O)N1C(CCC1=O)=O.S(=O)(=O)(O)C(C(=O)O)(CC(=O)O)N1C(CCC1=O)=O.C(CO)O